FC(CN1N=CC=2C1=NC(=CC2)N2CCC1(CCN(C1)C1=NC(=NC(=C1)C(F)(F)F)C)CC2)F 8-[1-(2,2-difluoroethyl)-1H-pyrazolo[3,4-b]pyridin-6-yl]-2-[2-methyl-6-(trifluoromethyl)pyrimidin-4-yl]-2,8-diazaspiro[4.5]decane